2-((3-chloro-2-cyanophenyl)thio)acetic acid ClC=1C(=C(C=CC1)SCC(=O)O)C#N